C(#N)C[C@@H]1N(CCN(C1)C=1C2=C(N=C(N1)OC[C@H]1N(CCC1)C)CN(CC2)C2=CC=CC=1CCOC12)C(=O)OCC1=CC=CC=C1 benzyl (S)-2-(cyanomethyl)-4-(7-(2,3-dihydrobenzofuran-7-yl)-2-(((S)-1-methylpyrrolidin-2-yl)methoxy)-5,6,7,8-tetrahydropyrido[3,4-d]pyrimidin-4-yl)piperazine-1-carboxylate